trans-4-(5-Chloro-6-methylpyridin-3-yl)cyclohexanecarbaldehyde ClC=1C=C(C=NC1C)[C@@H]1CC[C@H](CC1)C=O